N[C@H](C(=O)NC1=CC=C(C=C1)C1=C2C(=NC=C1)NC=C2)C(C)(C)C (2S)-2-Amino-3,3-dimethyl-N-[4-(1H-pyrrolo[2,3-b]pyridin-4-yl)phenyl]butanamide